CC1=NC=C(C2=C1CC(C2)CNCCC2CN(C(O2)=O)C=2C=CC=1OCC(NC1N2)=O)C#N 1-methyl-6-[[2-[2-oxo-3-(3-oxo-4H-pyrido[3,2-b][1,4]oxazin-6-yl)-1,3-oxazolidin-5-yl]ethylamino]methyl]-6,7-dihydro-5H-cyclopenta[c]pyridine-4-carbonitrile